FC1=CC=C(C=C1)N1N=NC=C1C1=CC=NC=C1 4-(1-(4-fluorophenyl)-1H-1,2,3-triazol-5-yl)pyridine